4,6-dichloro-2-methyl-1,2-dihydro-3H-pyrazolo[3,4-b]pyridin-3-oneAl ClC1(C2C(=NC(=C1)Cl)NN(C2=O)C)C=O